2-(2,3-Dihydro-[1,4]dioxino[2,3-b]pyridin-2-ylmethoxy)-9-(3-hydroxy-5-methyl-hex-1-ynyl)-6,7-dihydro-pyrimido[6,1-a]isoquinolin-4-one O1C(COC2=NC=CC=C21)COC2=NC(N1C(C3=CC=C(C=C3CC1)C#CC(CC(C)C)O)=C2)=O